O=C(/C=C/C(=O)N1CCNCC1)C 4-[(2E)-4-oxopent-2-enoyl]piperazine